5,6-dibromo-1,10-phenanthroline BrC1=C2C=CC=NC2=C2N=CC=CC2=C1Br